2,3,5-trisMethyl-4-amino-p-phenylenediamine CC1=C(C=C(C(C1C)(N)N)C)N